FC1(C(CN(CC1)C=1C(=NC2=CC(=CC=C2N1)F)C(=O)OCC)C)F ethyl 3-(4,4-difluoro-3-methylpiperidin-1-yl)-7-fluoroquinoxaline-2-carboxylate